C1=CC=CC=2C3=CC=CC=C3C(C12)COC(=O)N[C@@H](C(=O)N[C@H](C(=O)OC(C)(C)C)CC)C1=CC=C(C=C1)O (S)-tert-butyl 2-((R)-2-((((9H-fluoren-9-yl)methoxy) carbonyl) amino)-2-(4-hydroxyphenyl)acetamido)butanoate